hexafluoro-4-sulfophenylsulfonium FC1(C(C(C(C=C1)([SH2+])F)(F)F)(F)F)S(=O)(=O)O